BrC=1C=CC=2N(C[C@@H]3N(C2N1)C[C@@H](C3)NC(C)=O)C3=CC=C(C=C3)C(F)(F)F N-((6aR,8R)-2-bromo-5-(4-(trifluoromethyl)phenyl)-5,6,6a,7,8,9-hexahydropyrido[3,2-e]pyrrolo[1,2-a]pyrazin-8-yl)acetamide